((2R,3R,4R,5R)-4-acetoxy-3-cyclopropyl-5-(4,6-dichloro-1H-pyrazolo[3,4-d]pyrimidin-1-yl)-3-hydroxytetrahydrofuran-2-yl)methyl benzoate C(C1=CC=CC=C1)(=O)OC[C@H]1O[C@H]([C@@H]([C@@]1(O)C1CC1)OC(C)=O)N1N=CC=2C1=NC(=NC2Cl)Cl